Cl.Cl.[C@@H]12N(C[C@@H](NC1)C2)CCOC2=C(C=C(C=C2)N2C(N(C(C2(C)C)=O)C=2C=C(C(=NC2)C#N)C(F)(F)F)=S)CC 5-(3-(4-(2-((1s,4s)-2,5-diazabicyclo[2.2.1]hept-2-yl)ethoxy)-3-ethylphenyl)-4,4-dimethyl-5-oxo-2-thioxoimidazol-1-yl)-3-(trifluoromethyl)pyridinecarbonitrile dihydrochloride